2-FLUORO-4-(TRIFLUOROMETHYL)PHENYLBORONIC ACID FC1=C(C=CC(=C1)C(F)(F)F)B(O)O